CO[C@H]1CN(C[C@@H]1NC(=O)NCCCCCCCCCCCCC)C1=NN=C(O1)C1=CC=C(C(=O)N2C[C@H]([C@@H](C2)C(=O)N[C@@H]2[C@H](C2)C2=CC=CC=C2)C(=O)N[C@@H]2[C@H](C2)C2=CC=CC=C2)C=C1 (3S,4S)-1-(4-(5-((3S,4S)-3-methoxy-4-(3-tridecylureido)pyrrolidin-1-yl)-1,3,4-oxadiazol-2-yl)benzoyl)-N3,N4-bis((1S,2R)-2-phenylcyclopropyl)pyrrolidine-3,4-dicarboxamide